methyl 2-(6-(3-(tert-butoxycarbonyl)-2-fluoropyridin-4-yl)-1-(6-((tert-butoxycarbonyl)amino)hexyl)-1H-pyrrolo[2,3-b]pyridin-2-yl)-7-methoxy-1-methyl-1H-benzo[d]imidazole-5-carboxylate C(C)(C)(C)OC(=O)C=1C(=NC=CC1C1=CC=C2C(=N1)N(C(=C2)C2=NC1=C(N2C)C(=CC(=C1)C(=O)OC)OC)CCCCCCNC(=O)OC(C)(C)C)F